4-(4-(4-(dimethoxymethyl)piperidin-1-yl)-8-fluoro-2-(((2R,7aS)-2-fluorotetrahydro-1H-pyrrolizin-7a(5H)-yl)methoxy)pyrido[4,3-d]pyrimidin-7-yl)-5-ethyl-6-fluoronaphthalen-2-ol COC(C1CCN(CC1)C=1C2=C(N=C(N1)OC[C@]13CCCN3C[C@@H](C1)F)C(=C(N=C2)C2=CC(=CC1=CC=C(C(=C21)CC)F)O)F)OC